N-(6-bromopyrazin-2-yl)cyclopropanesulfonamide BrC1=CN=CC(=N1)NS(=O)(=O)C1CC1